3-(2,3-dihydroxyphenyl)propanoic acid OC1=C(C=CC=C1O)CCC(=O)O